O=C1NC(CCC1N1C(C2=CC=CC(=C2C1)OCCCC1CN(CC1)C(=O)NC1=CC(=C(C=C1)F)C(F)(F)F)=O)=O 3-((2-(2,6-dioxopiperidin-3-yl)-1-oxoisoindol-4-yloxy)propyl)-N-(4-fluoro-3-(trifluoromethyl)phenyl)pyrrolidine-1-carboxamide